3-(6-chloro-1H-pyrazolo[3,4-b]pyrazin-1-yl)cyclopentan-1-ol ClC1=CN=C2C(=N1)N(N=C2)C2CC(CC2)O